C(C)[C@]1(OCC2=C1N=C(N=C2)C(=O)N[C@@H]2C(N(C=1N(CC2)N=C(C1)C)C)=O)C |r| rac-(7R)-7-ethyl-7-methyl-N-[rac-(6S)-2,4-dimethyl-5-oxo-7,8-dihydro-6H-pyrazolo[1,5-a][1,3]diazepin-6-yl]-5H-furo[3,4-d]pyrimidine-2-carboxamide